indenyl-isobutyrate C1(C=CC2=CC=CC=C12)OC(C(C)C)=O